N-[4-(3-bromo-5-chloro-1-{[2-(trimethylsilyl)ethoxy]methyl}-1H-pyrrolo[3,2-b]pyridin-2-yl)pyridin-2-yl]acetamide BrC1=C(N(C=2C1=NC(=CC2)Cl)COCC[Si](C)(C)C)C2=CC(=NC=C2)NC(C)=O